CS(=O)(=O)C(CCO)C 3-(methylsulfonyl)butan-1-ol